4-((2-bromo-2'-methyl-3'-(5-(morpholinomethyl)-1,3,4-oxadiazol-2-yl)-[1,1'-biphenyl]-3-yl)methoxy)-5-chloro-2-(pyridin-3-ylmethoxy)benzaldehyde BrC1=C(C=CC=C1COC1=CC(=C(C=O)C=C1Cl)OCC=1C=NC=CC1)C1=C(C(=CC=C1)C=1OC(=NN1)CN1CCOCC1)C